(1S,2S)-N-Boc-trans-1,2-cyclohexanediamine C(=O)(OC(C)(C)C)N[C@@H]1[C@H](CCCC1)N